1,2-Octacosanediol C(C(CCCCCCCCCCCCCCCCCCCCCCCCCC)O)O